(1S,2S)-2-(benzyloxy)-1-(3-methoxyphenyl)propyl-2-methylpropane-2-sulfinamide C(C1=CC=CC=C1)O[C@H]([C@H](C1=CC(=CC=C1)OC)CC(C)(S(=O)N)C)C